5-bromo-2-chloro-6-fluoro-3-methoxy-pyridine BrC=1C=C(C(=NC1F)Cl)OC